furoyl-CoA O1C(=CC=C1)C(=O)SCCNC(CCNC([C@@H](C(COP(OP(OC[C@@H]1[C@H]([C@H]([C@@H](O1)N1C=NC=2C(N)=NC=NC12)O)OP(=O)(O)O)(=O)O)(=O)O)(C)C)O)=O)=O